C1(CC1)C1=NC2=C(N1CC1=CC(=CC(=C1)OC(F)(F)F)O)C=CC(=C2)C(=O)NCC2=CC=C(C=C2)S(=O)(=O)CC 2-cyclopropyl-N-(4-(ethylsulfonyl)benzyl)-1-(3-hydroxy-5-(trifluoromethoxy)benzyl)-1H-benzo[d]Imidazole-5-carboxamide